C(C)(=O)O[C@@H]1COCC[C@H]1NC1=NN2C(C=N1)=C(C(=C2[C@@H]2C[C@@H](CC2)F)C#N)F (3S,4R)-4-((6-cyano-5-fluoro-7-(cis-3-fluorocyclopentyl)pyrrolo[2,1-f][1,2,4]triazin-2-yl)amino)tetrahydro-2H-pyran-3-yl acetate